FC1=CC=C(C=C1)C1NCCC2=C1NC1=CC=CC=C21 1-(4-fluorophenyl)-2,3,4,9-tetrahydro-1H-pyrido[3,4-b]indole